C(#C)C=1C=C(N)C=CC1 3-(ethynyl)aniline